C(C)(=O)OCC(=O)N1CC2=C(NC=3C(=C(C=C(C23)C=2C=NNC2)Cl)Cl)CC1 2-(6,7-dichloro-3,4-dihydro-9-(1H-pyrazol-4-yl)-1H-pyrido[4,3-b]indol-2(5H)-yl)-2-oxoethyl acetate